[N+](=O)([O-])C1=C(C=C(C=C1)CCNS(=O)=O)N1C[C@@H]2CC[C@H](C1)C21CC1 N-(4-nitro-3-((1R,5S)-3-azaspiro[bicyclo[3.2.1]octane-8,1'-cyclopropane]-3-yl)phenyl)ethylsulfonamide